FC(C1=NN(C=C1)C1CCC2(CN(C2)C2CCC(CC2)OCC#CC2=C3C(=NN(C3=CC=C2)C2C(NC(CC2)=O)=O)C)CC1)F 3-(difluoromethyl)-1-(2-(4-((3-(1-(2,6-dioxopiperidin-3-yl)-3-Methyl-1H-indazol-4-yl)prop-2-yn-1-yl)oxy)cyclohexyl)-2-azaspiro[3.5]nonan-7-yl)-1H-pyrazole